C(C)OCCOC(=O)N1C(CC(CC1)C)C.C(C)(C)N1[SiH2]N([SiH2]N([SiH2]1)C(C)C)C(C)C 1,3,5-Tri(isopropyl)Cyclotrisilazane 2-ethoxyethyl-2,4-dimethylpiperidine-1-carboxylate